Cl.N[C@@H](CC1=CC(=C(C=C1)CCCCC(=O)O)CCCCC(=O)O)C(=O)OCC.CC(C(=O)O)C.CC(C(=O)O)C bis(2-methylpropanoic acid) (S)-4-(2-amino-3-ethoxy-3-oxopropyl)-1,2-phenylenedipentanoate hydrochloride